O1C(COC2=NC=CC=C21)COC2=NC(N1C(C3=CC=C(C=C3CC1)C#CCN1C(NC(C1)=O)=O)=C2)=O 1-{3-[2-(2,3-Dihydro-[1,4]dioxino[2,3-b]pyridin-2-ylmethoxy)-4-oxo-6,7-dihydro-4H-pyrimido[6,1-a]isoquinolin-9-yl]-prop-2-ynyl}-imidazolidine-2,4-dione